OC(COC1=C(C=C2C(C(OCC2=C1)C)=O)OC)CN1CCN(CC1)C(=O)C1OCCC1 7-(2-hydroxy-3-(4-(tetrahydrofuran-2-carbonyl)piperazin-1-yl)propoxy)-6-methoxy-3-methylisochroman-4-one